4-(phenylcarbamoyloxy)-2,2,6,6-tetramethylpiperidine C1(=CC=CC=C1)NC(=O)OC1CC(NC(C1)(C)C)(C)C